CN1N=C(C2=C(C1=O)C=NC=C2)C#N 3-methyl-4-oxo-pyrido[3,4-d]pyridazine-1-carbonitrile